C(C)(C)(C)OC(=O)NCCCOC1=CC=C(C=C1)[C@H](C(=O)O)N1CC2=CC=CC=C2C1 (R)-2-(4-(3-((tert-butoxycarbonyl)amino)propoxy)phenyl)-2-(isoindolin-2-yl)acetic acid